C1N(CC12CNC2)C2=CC=C(C=C2)NC(OC(C)(C)C)=O tert-Butyl N-[4-(2,6-diazaspiro[3.3]heptan-2-yl)phenyl]carbamate